C1(CC1)C1=C(N=CS1)C1(NC(NC1=O)=O)CNC(=O)C=1C(=CC(=CC1)F)C1=CC=C(C=C1)C(F)(F)F N-{[4-(5-cyclopropyl-1,3-thiazol-4-yl)-2,5-dioxoimidazolidin-4-yl]methyl}-5-fluoro-4'-(trifluoromethyl)[biphenyl]-2-carboxamide